Ethyl N-methyl-N-[(2-thioxo-1,2-dihydro-pyridin-3-yl)carbonyl]-glycinate CN(CC(=O)OCC)C(=O)C=1C(NC=CC1)=S